FC1=CC(=C(C=C1)C=1C=CC=2N(C1)C(=NN2)CNC)OCCC2=C(N=CS2)C 1-(6-(4-fluoro-2-(2-(4-methylthiazol-5-yl)ethoxy)phenyl)-[1,2,4]triazolo[4,3-a]pyridin-3-yl)-N-methylmethanamine